4-(3-(2-(tert-butyl)-4-fluorophenoxy)azetidin-1-yl)-4-oxobutanoic acid C(C)(C)(C)C1=C(OC2CN(C2)C(CCC(=O)O)=O)C=CC(=C1)F